C(CCCCCCCCCCCCC)=O tetradecaneal